O1COCC2=C1C=CC=C2CCC(=O)NCC=2SC(=CC2)C2=CC=C(C=C2)Cl 3-(benzo[D][1,3]dioxan-5-yl)-N-((5-(4-chlorophenyl)thiophen-2-yl)methyl)propanamide